C(C=C)(=O)N1C(CCCC1)=O acryloylpiperidine-2-one